FC=1C(=C(C=CC1)C1=NC(=C(C(N1CCC1=CC=CC=C1)=O)C=1SC=C(C1)C1=NC=CC=C1)C)O 2-(3-fluoro-2-hydroxyphenyl)-6-methyl-3-phenethyl-5-(4-(pyridin-2-yl)thiophen-2-yl)pyrimidin-4(3H)-one